(4-bromobutoxy)-benzaldehyde BrCCCCOC1=C(C=O)C=CC=C1